Aluminum-cerium-copper [Cu].[Ce].[Al]